FC(OC1=NC=CC=C1C=1NC(=C(C1C(=O)OC)[2H])C)F methyl 2-(2-(difluoromethoxy) pyridin-3-yl)-4-deutero-5-methyl-1H-pyrrole-3-carboxylate